3-((2-amino-5-bromopyridin-3-yl)amino)-2-((tert-butoxycarbonyl)amino)propionic acid NC1=NC=C(C=C1NCC(C(=O)O)NC(=O)OC(C)(C)C)Br